2-[3-(pentafluoro-λ6-sulfanyl)phenyl]-1-(4-{[1,2,4]triazolo[4,3-b]pyridazin-6-yl}piperazin-1-yl)ethan-1-one FS(C=1C=C(C=CC1)CC(=O)N1CCN(CC1)C=1C=CC=2N(N1)C=NN2)(F)(F)(F)F